rac-cis-4-(2-methoxyethoxy)-1-(4-methylsulfonylpyrimidin-2-yl)piperidin-3-ol COCCO[C@@H]1[C@@H](CN(CC1)C1=NC=CC(=N1)S(=O)(=O)C)O |r|